ethyl 2-(2-((5-bromo-2-cyclopropylbenzofuran-3-yl)methoxy)phenyl)acetate BrC=1C=CC2=C(C(=C(O2)C2CC2)COC2=C(C=CC=C2)CC(=O)OCC)C1